CC(CC([C@H](O)C=1C=C2C(=NC1)N(C=C2)C2=CC(=CC=C2)C2=NN=CN2)O)C (1R)-4-methyl-1-[1-[3-(4H-1,2,4-triazol-3-yl)phenyl]pyrrolo[2,3-b]pyridin-5-yl]pentane-1,2-diol